O=C1NC2C(N1)CS[C@H]2CCCCC(=O)NCCCCCCNC(=O)C=2N=C(OC2C=2C=C(C=CC2)C)C2=CC=C(C=C2)C(F)(F)F N-(6-(5-((3S,4S,6R)-2-Oxohexahydro-1H-thieno[3,4-d]imidazol-4-yl)pentanamido)hexyl)-5-(m-tolyl)-2-(4-(trifluoromethyl)phenyl)oxazole-4-carboxamide